NC1=NC=CC2=CC=C(C=C12)C=1C=C2C(=NN(C2=CC1)C1CC1)COC1=C(C=CC=C1)CC(=O)O 2-(2-((5-(1-aminoisoquinolin-7-yl)-1-cyclopropyl-1H-indazol-3-yl)methoxy)phenyl)acetic acid